FC=1C=C(C(=O)NC)C=C(C1N1N=C2C(=CC1=O)NN=C2C2=CC=C(C=C2)N2CCN(CC2)C)C 3-Fluoro-N,5-dimethyl-4-(3-(4-(4-methylpiperazin-1-yl)phenyl)-6-oxo-1H-pyrazolo[4,3-c]pyridazin-5(6H)-yl)benzamid